((2-chloro-3-((5-chloropyrazin-2-yl)thio)phenyl)imino)dimethyl-lambda6-Thioketone ClC1=C(C=CC=C1SC1=NC=C(N=C1)Cl)N=S(C)(C)=C=O